C(=O)(O)C1N(CCC1)CCCOC=1C(=C(C=CC1)C1=C(C(=CC=C1)NC=1N=CC=C2C=C(C=NC12)CN1C(CCCC1)CC(=O)O)C)C 1-((8-((3'-(3-(2-carboxypyrrolidin-1-yl)propoxy)-2,2'-dimethyl-[1,1'-biphenyl]-3-yl)amino)-1,7-naphthyridin-3-yl)methyl)piperidine-2-acetic acid